ClC1=CC=C(C=C1)C1=NOC(=C1)[C@@H]([C@@](CN1N=NN=C1)(O)C1=C(C=C(C=C1)F)F)C (2r,3r)-3-(3-(4-chlorophenyl)isoxazol-5-yl)-2-(2,4-difluorophenyl)-1-(1H-tetrazol-1-yl)butan-2-ol